(pyridine-3-yl)2,3-dichlorobenzoic acid methyl ester COC(C1=C(C(=C(C=C1)C=1C=NC=CC1)Cl)Cl)=O